2,2'-((3-nitrophenyl)methylene)bis(3-hydroxy-5,5-dimethylcyclohex-2-en-1-one) [N+](=O)([O-])C=1C=C(C=CC1)C(C=1C(CC(CC1O)(C)C)=O)C=1C(CC(CC1O)(C)C)=O